OC(C(=O)C1=CC(=C(C=C1)C)C)C1=CC(=C(C=C1)C)C 2-hydroxy-1,2-bis(3,4-dimethylphenyl)ethanone